ClC(CC(CC(CC(CC(CCCC(OCCCCCC)OC(CCCC(CC(CC(CC(CC(C)Cl)C)C)C)C)OCCCCCC)C)C)C)C)C 12-chloro-4,6,8,10-tetramethyltridecylhexoxymethyl ether